tert-Butyl 3-[(2-chlorophenyl)methoxy]pyrrolidine-1-carboxylate ClC1=C(C=CC=C1)COC1CN(CC1)C(=O)OC(C)(C)C